ClC1=CC=C2C(=C(C(=NC2=C1)C(F)(F)F)C#CC1=CC=CC=C1)C1=CC=CC=C1 7-Chloro-4-phenyl-3-(phenylethynyl)-2-(trifluoromethyl)quinoline